CN1C=C(C=2C(N(C=C(C21)C)C)=O)C(=O)N2C(CCC2)C2=CC=CC=C2 1,5,7-trimethyl-3-((2-phenylpyrrolidin-1-yl)carbonyl)-1,5-dihydro-4H-pyrrolo[3,2-c]pyridin-4-one